tert-butyl (8-azabicyclo[3.2.1]octane-3-yl)carbamate C12CC(CC(CC1)N2)NC(OC(C)(C)C)=O